cyclopropyl-6-fluoro-4-oxo-7-piperazin-1-yl-1,4-dihydroquinoline-3-carboxylic acid C1(CC1)N1C=C(C(C2=CC(=C(C=C12)N1CCNCC1)F)=O)C(=O)O